O-(4-((tert-butyldimethylsilyl)oxy)cyclohexyl) hydrazinecarbothioate N(N)C(OC1CCC(CC1)O[Si](C)(C)C(C)(C)C)=S